1-(4-Methoxyphenyl)-3-methyl-7-(4-((4-(methylsulfonyl)piperidin-1-yl)methyl)phenyl)-3,6-dihydroimidazo[4,5-d]pyrrolo[2,3-b]pyridin-2(1H)-one COC1=CC=C(C=C1)N1C(N(C=2C1=C1C(=NC2)NC(=C1)C1=CC=C(C=C1)CN1CCC(CC1)S(=O)(=O)C)C)=O